7-(5-(5-(2-oxa-7-azaspiro[3.5]non-7-yl)-1,3,4-thiadiazol-2-yl)-4-(isopropylamino)pyridin-2-yl)pyrrolo[1,2-b]pyridazine-3-carbonitrile C1OCC12CCN(CC2)C2=NN=C(S2)C=2C(=CC(=NC2)C2=CC=C1N2N=CC(=C1)C#N)NC(C)C